3-((3-((8-(4-cyanophenyl)-2,3-dihydro-4H-pyrido[4,3-b][1,4]thiazin-4-yl)sulfonyl)azetidin-1-yl)methyl)benzonitrile C(#N)C1=CC=C(C=C1)C1=CN=CC2=C1SCCN2S(=O)(=O)C2CN(C2)CC=2C=C(C#N)C=CC2